(R)-1-((2s,4R)-2-(benzo[d]thiazol-2-yl)-4-hydroxypyrrolidin-1-yl)-2-(4-cyclopropyl-1H-1,2,3-triazol-1-yl)-3-methylbutan-1-one S1C(=NC2=C1C=CC=C2)[C@H]2N(C[C@@H](C2)O)C([C@@H](C(C)C)N2N=NC(=C2)C2CC2)=O